C(C)(C)(C)OC(=O)N1CCC(CC1)[C@H](C)NC1=C(C(=CC(=C1)Br)F)C(F)(F)F 4-{(1S)-1-[5-bromo-3-fluoro-2-(trifluoromethyl)anilino]ethyl}piperidine-1-carboxylic acid tert-butyl ester